FC=1C=C2C(=CNC2=CC1)CCN(C1CCC1)C N-(2-(5-fluoro-1H-indol-3-yl)ethyl)-N-methylcyclobutanamine